C(C1=CC=CC=C1)(=O)C1=CC=C(COCCN(CCS(=O)(=O)O)CCOCC2=CC=C(C=C2)C(C2=CC=CC=C2)=O)C=C1 N,N-bis[2-(4-benzoylbenzyloxy)ethyl]-2-aminoethanesulfonic acid